7H-pyrrolo[2,3-c]pyridazin-3-one N=1NC(C=C2C1NC=C2)=O